NN1C(=NC(=C1C(=O)O)C1=CC=C(C=C1)C(NC1=NC=C(C=C1)Cl)=O)[C@H]1N(CCCC1)C(=O)OC(C)(C)C (S)-1-amino-2-(1-(tert-butoxycarbonyl)piperidin-2-yl)-4-(4-((5-chloropyridin-2-yl)carbamoyl)phenyl)-1H-imidazole-5-carboxylic acid